trans-5-oxo-2-phenylpyrrolidine-3-carboxylic acid O=C1C[C@H]([C@@H](N1)C1=CC=CC=C1)C(=O)O